[(3S)-3-methylpiperidin-1-yl]methyl-4-(methylsulfanyl)-3H-isoindol-1-one C[C@@H]1CN(CCC1)CC1NC(C2=CC=CC(=C12)SC)=O